(S)-2-amino-N4-(tertbutyl)-N1-((S)-3-methoxy-1-((naphthalen-1-ylmethyl)amino)-1-oxopropan-2-yl)succinamide 2,2,2-trifluoroacetate FC(C(=O)O)(F)F.N[C@H](C(=O)N[C@H](C(=O)NCC1=CC=CC2=CC=CC=C12)COC)CC(=O)NC(C)(C)C